4-(2-chloroethoxy)benzaldehyde ClCCOC1=CC=C(C=O)C=C1